mono(4-amino-3-hydroxyphenyl)propane NC1=C(C=C(C=C1)C(C)C)O